FC1=C(C(=CC(=C1)OCCCC1CCN(CC1)C1=NC=C(C=N1)CCC)F)CC(=O)N1CC(C1)CNC(CO)(CO)CO 2-(2,6-difluoro-4-(3-(1-(5-propylpyrimidin-2-yl)piperidin-4-yl)propoxy)phenyl)-1-(3-(((1,3-dihydroxy-2-(hydroxymethyl)propan-2-yl)amino)methyl)azetidin-1-yl)ethan-1-one